C(C)C(CNC(CCCCCCCCCCCN)CC(CC)(C)C)CC N-(2-ethylbutyl)(2,2-dimethylbutyl)dodecane-1,12-diamine